p-hydroxy-phenyl-ethyl anisate C(C1=CC=C(C=C1)OC)(=O)OCCC1=CC=C(C=C1)O